C1CC12CCN(CC2)C2=C(C(=O)NC1=C3CCC4(CC3=CC=C1)CC4)C=CC(=C2)I 2-{6-azaspiro[2.5]octan-6-yl}-N-{3',4'-dihydro-1'H-spiro[cyclopropane-1,2'-naphthalen]-5'-yl}-4-iodobenzamide